(E)-fluorenylmethoxycarbonyl-O-tert-butyl-L-tyrosine-4-oxo-4-phenyl-2-buten-2-yl ester O=C(C=C(C)OC([C@@H](NC(=O)OCC1=CC=CC=2C3=CC=CC=C3CC12)CC1=CC=C(C=C1)OC(C)(C)C)=O)C1=CC=CC=C1